BrC1=CC=C2C(=NN(C2=C1)CC(F)(F)F)F 6-bromo-3-fluoro-1-(2,2,2-trifluoroethyl)indazole